N4-(2-(4-methylpiperazin-1-yl)ethyl)-N2-(3-(trifluoromethyl)phenyl)quinazoline-2,4-diamine CN1CCN(CC1)CCNC1=NC(=NC2=CC=CC=C12)NC1=CC(=CC=C1)C(F)(F)F